C1(=CC=CC=C1)C=1C(=O)NC(C1)=O phenylmaleimide